Cl.BrCC1=CC=NC=C1 4-(Bromomethyl)pyridine hydrochloride